silver 2,5-furandicarboxaldehyde dioxime O1C(=CC=C1C=NO)C=NO.[Ag]